phenanthren-3-yl-3-aminoazetidine-1-carboxylate C1=CC(=CC=2C3=CC=CC=C3C=CC12)OC(=O)N1CC(C1)N